C(C)(C)(C)NC(C)(C)C di-tert-butyl-amine